N1=C(C=CC=C1)SSCCCO 3-(2-pyridyldisulfanyl)propan-1-ol